O1C(=CC=C1)I(C1=CC=CC=C1)C1=C(C=CC(=C1)C)S(=O)(=O)[O-] [2-furyl (phenyl)-λ3-iodo]4-methylbenzenesulfonate